2-[[[7-cyano-4-[4-(1,1-difluoroethyl)phenyl]-1,3-benzothiazol-6-yl]amino]methyl]prop-2-enoic acid C(#N)C1=C(C=C(C=2N=CSC21)C2=CC=C(C=C2)C(C)(F)F)NCC(C(=O)O)=C